trimethylol-ammonia C(O)N(CO)CO